(1R,3R,4R,7S)-3-(6-benzamido-9H-purin-9-yl)-1-((bis(4-methoxyphenyl)(phenyl)methoxy) methyl)-2,5-dioxabicyclo[2.2.1]heptan-7-yl (2-cyanoethyl) diisopropylphosphoramidite C(C)(C)N(P(O[C@@H]1[C@]2(O[C@H]([C@@H]1OC2)N2C1=NC=NC(=C1N=C2)NC(C2=CC=CC=C2)=O)COC(C2=CC=CC=C2)(C2=CC=C(C=C2)OC)C2=CC=C(C=C2)OC)OCCC#N)C(C)C